(R)-4-(3-(3-aminopiperidine-1-carbonyl)-1-(2-fluoro-4-(piperidine-1-yl)phenyl)-1H-pyrazole-5-yl)-2-fluorobenzonitrile N[C@H]1CN(CCC1)C(=O)C1=NN(C(=C1)C1=CC(=C(C#N)C=C1)F)C1=C(C=C(C=C1)N1CCCCC1)F